8-(1-((tert-butyldimethylsilyl)oxy)-3,3,3-trifluoropropyl)-6-fluoroisoquinoline-5-carbaldehyde [Si](C)(C)(C(C)(C)C)OC(CC(F)(F)F)C1=CC(=C(C=2C=CN=CC12)C=O)F